diethoxyphosphoryl-methylsulfonyl-cyclopropane C(C)OP(=O)(OCC)C1(CC1)S(=O)(=O)C